tert-butyl 2-(3-methyl-7-morpholino-2-(pyridin-2-yl)-3H-imidazo[4,5-b]pyridin-5-yl)hydrazinecarboxylate CN1C(=NC=2C1=NC(=CC2N2CCOCC2)NNC(=O)OC(C)(C)C)C2=NC=CC=C2